C(C)(C)C=1C=CC(=C(C1)C1=NOC(=C1)CN1CCN(CC1)C(=O)OC(C)(C)C)OC tert-butyl 4-((3-(5-isopropyl-2-methoxyphenyl)isoxazole-5-yl)methyl)piperazine-1-carboxylate